5,8-dioxa-3,10-dodecanediamine CCC(COCCOCC(CC)N)N